tert-butyl (2-(trifluoromethyl)-5,8-dihydro-6H-pyrano[3,4-b]pyridin-5-yl)carbamate FC(C1=CC=C2C(=N1)COCC2NC(OC(C)(C)C)=O)(F)F